2-chloro-5-[1-[2-chloro-4-[1,2,2,2-tetrafluoro-1-(trifluoromethyl)ethyl]-6-(trifluoromethoxy)phenyl]pyrazol-4-yl]-N-cyclopropylbenzamide ClC1=C(C(=O)NC2CC2)C=C(C=C1)C=1C=NN(C1)C1=C(C=C(C=C1OC(F)(F)F)C(C(F)(F)F)(C(F)(F)F)F)Cl